BrC=1C=2N(C=CC1)C(=C(N2)C#CCNC=2C=C1CNC(C1=CC2OC)=O)CC(F)(F)F 5-({3-[8-bromo-3-(2,2,2-trifluoroethyl)imidazo[1,2-a]pyridin-2-yl]prop-2-yn-1-yl}amino)-6-methoxy-2,3-dihydroisoindol-1-one